FC(C)(F)C1=CC=CC(=N1)N1N=C(C=2C=NC(=CC21)NC(C)=O)N2C[C@H](CC2)N(C)C (S)-N-(1-(6-(1,1-difluoroethyl)pyridin-2-yl)-3-(3-(dimethylamino)pyrrolidin-1-yl)-1H-pyrazolo[4,3-c]pyridin-6-yl)acetamide